C(=O)(O)C(C=1C=C([NH3+])C=C(C1Cl)Cl)(F)F 3-[carboxy(difluoro)methyl]-4,5-dichloroanilinium